1-(4-(benzyloxy)-6-chloro-2-methoxypyridin-3-yl)ethan-1-ol C(C1=CC=CC=C1)OC1=C(C(=NC(=C1)Cl)OC)C(C)O